N-ethyl-N-(thiophen-2-ylmethyl)-2-(p-tolyloxy)acetamide C(C)N(C(COC1=CC=C(C=C1)C)=O)CC=1SC=CC1